N-[4-[(dimethylamino)methyl]phenyl]-5-fluoro-2,4-dinitroaniline CN(C)CC1=CC=C(C=C1)NC1=C(C=C(C(=C1)F)[N+](=O)[O-])[N+](=O)[O-]